1,1'-carbonylbis1H-imidazole C(=O)(N1C=NC=C1)N1C=NC=C1